4-(trifluoromethyl)styrene ethyl-(3S)-3-[(tert-butoxycarbonyl)amino]-3-{4-fluoro-6'-hydroxy-2',3',5-trimethyl-[1,1'-biphenyl]-3-yl}propanoate C(C)OC(C[C@@H](C=1C=C(C=C(C1F)C)C1=C(C(=CC=C1O)C)C)NC(=O)OC(C)(C)C)=O.FC(C1=CC=C(C=C)C=C1)(F)F